CN1CCN(CC1)CCCC(=O)OCC1=CC(=CC(=C1)OCCCCCCCCCCCCCCC)OCC(CCCC)CC 3-((2-Ethylhexyl)oxy)-5-(pentadecyloxy)benzyl 4-(4-methylpiperazin-1-yl)butanoate